1-allyl-3-ethylimidazolium chloride [Cl-].C(C=C)N1C=[N+](C=C1)CC